C1(CC1)C1NC2=C(C(NC1)=O)C=C(C=C2[N+](=O)[O-])F 2-cyclopropyl-7-fluoro-9-nitro-1,2,3,4-tetrahydro-1,4-benzodiazepin-5-one